2-(3,4-dimethoxyphenyl)-7-(r-isobutyl-[1,4'-bipiperidin]-4-yl)-[1,2,4]triazolo[1,5-a]pyridine COC=1C=C(C=CC1OC)C1=NN2C(C=C(C=C2)C2C[C@H](N(CC2)C2CCNCC2)CC(C)C)=N1